ClC=1C(N(N=C(C1C1=C(C=C(C=C1)F)Cl)C1=C(C=CC(=C1)OC)Cl)C)=O 4-chloro-5-(2-chloro-4-fluorophenyl)-6-(2-chloro-5-methoxyphenyl)-2-methyl-3(2H)-pyridazinone